(R)-2-(5-amino-2-(1-((R)-1-(2,6-dichloro-3-cyclopropylphenyl)ethyl)-1H-imidazo[4,5-c]pyridin-6-yl)phenyl)propionic acid NC=1C=CC(=C(C1)[C@H](C(=O)O)C)C1=CC2=C(C=N1)N=CN2[C@H](C)C2=C(C(=CC=C2Cl)C2CC2)Cl